C(OC(COCCOCC)C1=CC=CC=C1)(OC1=CC=CC=C1)=O (1-phenyl-2-(2-ethoxyethoxy) ethyl) phenyl carbonate